C(CCCCCCCCCC)N(C(=O)OC[C@@H](C1=CC=C(C=C1)S(=O)(=O)CC)N)CCCCC (R)-2-amino-2-(4-(ethanesulfonyl)phenyl)ethanol undecyl-N-pentylcarbamate